tert-butyl 4-(((2R)-2-(6-amino-5-(methoxycarbonyl)pyridin-2-yl)-4-(3,3,3-trifluoropropyl)piperazin-1-yl)methyl)-5-methoxy-7-methylindole-1-carboxylate NC1=C(C=CC(=N1)[C@@H]1N(CCN(C1)CCC(F)(F)F)CC1=C2C=CN(C2=C(C=C1OC)C)C(=O)OC(C)(C)C)C(=O)OC